N-[(2-amino-3-fluoroquinolin-7-yl)methyl]-1-cyclopropyl-N-(1,1-dioxo-2,3-dihydro-1λ6-benzothiophen-7-yl)-1H-pyrazole-4-carboxamide NC1=NC2=CC(=CC=C2C=C1F)CN(C(=O)C=1C=NN(C1)C1CC1)C1=CC=CC=2CCS(C21)(=O)=O